2-bromo-4-(3,3-dimethylpyrrolidin-1-yl)-7-fluoro-pyrazolo[1,5-a]pyrazine BrC1=NN2C(C(=NC=C2F)N2CC(CC2)(C)C)=C1